CO e-Methanol